C([C@@H]1[C@H]([C@@H]([C@@H]([C@H](O1)O[C@H]2[C@H]([C@@H]([C@H](O[C@@H]2O[C@H]3[C@H]([C@@H]([C@H](O[C@@H]3O[C@H]4[C@H]([C@@H]([C@H](OC4O)CO)O)O)CO)O)O)CO)O)O)O)O)O)O The molecule is a tetrasaccharide comprising four mannosyl residues joined by alpha(1->2) linkages. It has a role as an epitope. It is a (1->2)-alpha-D-mannooligosaccharide and a mannotetraose.